3-(4-((1,2,4,5-tetrazin-3-yl)amino)phenyl)-2-aminopropionic acid N1=NC(=NN=C1)NC1=CC=C(C=C1)CC(C(=O)O)N